dimethyl-(tetramethyl-cyclopentadienyl)(benzylcyclopentadienyl)zirconium C[Zr](C1(C=CC=C1)CC1=CC=CC=C1)(C1(C(=C(C(=C1)C)C)C)C)C